OC=1C(C=CC(=CC1)C=1C=NC(=NC1)C)=O 2-hydroxy-5-(2-methylpyrimidin-5-yl)cyclohepta-2,4,6-trien-1-one